N1=CC(=CC=C1)CN pyridin-3-ylmethanamine